ClC=1C=C(C=CC1)[C@@H]1[C@H](C1)C(=O)NC1=NC=CC(=C1)NCC=1N=C2N(C=C(C=C2N2CC(CC2)N(C)C)C2CC2)C1 (1S,2S)-2-(3-chlorophenyl)-N-(4-(((6-cyclopropyl-8-(3-(dimethyl-amino)pyrrolidin-1-yl)imidazo[1,2-a]pyridin-2-yl)methyl)amino)pyridin-2-yl)cyclopropane-1-carboxamide